FC1=C(C=CC(=C1)OCCCCCCCCCCCCCCCC)S(=O)(=O)C1=NC2=CC=C(C=C2C(=C1)N1CCC(CC1)N1CCC(CC1)N1CCN(CC1)C)S(=O)C (2-fluoro-4-(hexadecyloxy)phenyl)sulfonyl-4-(4-(4-methylpiperazin-1-yl)-[1,4'-bipiperidin]-1'-yl)-6-(methylsulfinyl)quinoline